CC(COC1=NC=CC=C1C)(C)NC(C)=O N-(2-methyl-1-((3-methylpyridin-2-yl)oxy)propan-2-yl)acetamide